CC1=C(CN=[N+]=[N-])C=CC(=N1)C1=CC=C(C=C1)C 2-methyl-6-(p-tolyl)nicotinyl azide